C1=C(O[C@H]([C@@H]([C@H]1O)O)O[C@@H]2[C@H](O[C@@H]([C@@H]([C@H]2O)NS(=O)(=O)O)O[C@H]3[C@@H]([C@H](C(OC3C(=O)O)O[C@@H]4[C@H](O[C@@H]([C@@H]([C@H]4O)NS(=O)(=O)O)O[C@H]5[C@@H]([C@H](C(OC5C(=O)O)O[C@@H]6[C@H](O[C@@H]([C@@H]([C@H]6O)NS(=O)(=O)O)O[C@H]7[C@@H]([C@H](C(OC7C(=O)O)O[C@@H]8[C@H](O[C@@H]([C@@H]([C@H]8O)NS(=O)(=O)O)O)CO)O)O)CO)O)O)COS(=O)(=O)O)O)O)CO)C(=O)O The molecule is a heparin octasaccharide consisting of 4-deoxy-alpha-L-threo-hex-4-enopyranuronosyl, 2-deoxy-2-(sulfoamino)-alpha-D-glucopyranosyl, (5xi)-D-xylo-hexopyranuronosyl, 2-deoxy-6-O-sulfo-2-(sulfoamino)-alpha-D-glucopyranosyl, (5xi)-D-xylo-hexopyranuronosyl, 2-deoxy-2-(sulfoamino)-alpha-D-glucopyranosyl, (5xi)-D-xylo-hexopyranuronosyl, and 2-deoxy-2-(sulfoamino)-alpha-D-glucopyranose units joined in sequence by (1->4) linkages. Sequence: DHexA-GlcNSO3-HexA-GlcNSO3(6SO4)-HexA-GlcNSO3-HexA-GlcNSO3. It is a heparin octasaccharide, an oligosaccharide sulfate and an amino octasaccharide.